(+/-)-α-pinene CC1=CCC2CC1C2(C)C